5-amino-1,3-benzenediol hydrochloride Cl.NC=1C=C(C=C(C1)O)O